C(C1=CC=CC=C1)(=O)N1C2=CC=C(C=C2SC=2C=C(C=CC12)N(C)C)N(C)C 10-benzoyl-3,7-bis(dimethylamino)phenothiazine